C[C@@H]1C=C(CN(C1)CCCCC)C1=CNC=2N=CN=CC21 |r| (±)-5-(5-methyl-1-pentyl-1,2,5,6-tetrahydropyridin-3-yl)-7H-pyrrolo[2,3-d]Pyrimidine